(E)-4-methyl-2-(pent-en-1-yl)-1,3-dioxolane CC1OC(OC1)\C=C\CCC